C(C)(C)C1=C(NC2=CC=C(C=C12)C1CCC(CC1)NS(=O)(=O)C)C=1C=C(C=2N(C1)N=CN2)OC N-(4-(3-isopropyl-2-(8-methoxy-[1,2,4]triazolo[1,5-a]pyridin-6-yl)-1H-indol-5-yl)cyclohexyl)methanesulfonamide